ethyl 2-(3-aminophenoxy)acetate NC=1C=C(OCC(=O)OCC)C=CC1